FC=1C=2CSC=3C=CC=CC3C(C2C(=CC1F)OCC=C)=O 12,13-difluoro-15-(prop-2-en-1-oxy)-9-thiatricyclo[9.4.0.0^3,8]pentadecan-1(11),3(8),4,6,12,14-hexaen-2-one